CN1N=C2C(=CC(=CC2=C1)C=1N=C2N(C(C1)=O)C=C(C=C2)C2CCNCC2)C 2-(2,7-dimethyl-2H-indazol-5-yl)-7-(piperidin-4-yl)-4H-pyrido[1,2-a]pyrimidin-4-one